2-(methyl-amino)propan-1-ol CNC(CO)C